6-(4-bromophenyl)-5,6-dihydro-7H-pyrrolo[3,4-b]pyridin-7-one BrC1=CC=C(C=C1)N1C(C2=NC=CC=C2C1)=O